FC(C(=O)O)(F)F.ClC=1C=C2C=CN(C2=C(C1)C1=C2C(=NC=C1)C=C(S2)CN2C(C1CC1C2=O)=O)CC2(CCNCC2)F 3-((7-(5-chloro-1-((4-fluoropiperidin-4-yl)methyl)-1H-indol-7-yl)thieno[3,2-b]pyridin-2-yl)methyl)-3-azabicyclo[3.1.0]hexane-2,4-dione trifluoroacetate